C(C)(C)(C)C1=CC=C(C=C1)C=1N=C2N(C=CC=N2)C1 2-(4-(tert-Butyl)phenyl)imidazo[1,2-a]pyrimidine